P(O)(O)=O.P(O)(O)=O.OC1=CC=C2C(C=C(OC2=C1O)C1=CC=CC=C1)=O 7,8-dihydroxyflavone bisphosphonate